C(C)S(=O)(=O)C=1C=C(C=CC1)NC1=NC=CC(=C1)OC1=C(N=C(S1)N)C1=CC=CC=C1 5-((2-((3-(Ethylsulfonyl)phenyl)amino)pyridin-4-yl)oxy)-4-phenylthiazol-2-amine